2-cyclopropyl-6-[3-[[5-(difluoromethyl)-2-methylpyrazol-3-yl]amino]-1,2,4-triazol-4-yl]-N-(2-methylpropyl)-5,6,7,8-tetrahydrobenzo[f][1,3]benzoxazole-4-sulfonamide C1(CC1)C=1OC2=C(N1)C(=C1C(=C2)CCC(C1)N1C(=NN=C1)NC=1N(N=C(C1)C(F)F)C)S(=O)(=O)NCC(C)C